(S)-6-(3-Chloro-6-(difluoromethyl)-2-fluorophenyl)-N-(1-(1-(2-(3-fluoroazetidin-1-yl)pyrimidin-5-yl)ethyl)-1H-pyrazol-4-yl)pyrazine-2-carboxamide ClC=1C(=C(C(=CC1)C(F)F)C1=CN=CC(=N1)C(=O)NC=1C=NN(C1)[C@@H](C)C=1C=NC(=NC1)N1CC(C1)F)F